C(C)(C)(C)OC(N[C@H]1CSC2=C(N(C1=O)CC1=CC=C(C=C1)C#N)C=C(C(=C2)F)Br)=O |r| N-[rac-(3R)-7-bromo-5-[(4-cyanophenyl)methyl]-8-fluoro-4-oxo-2,3-dihydro-1,5-benzothiazepine-3-Yl]carbamic acid tert-butyl ester